[Si](OP(=O)=O)([O-])([O-])[O-].[B+3] boron Phospho Silicate